N-(4-trifluoromethoxyphenyl)-[1,2,4]triazolo[4,3-a]pyridin-3-amine FC(OC1=CC=C(C=C1)NC1=NN=C2N1C=CC=C2)(F)F